1-(2-fluoroethyl)-4-{[(1R,4R)-4-(morpholin-4-yl)cyclohexyl]amino}-1H-indol FCCN1C=CC2=C(C=CC=C12)NC1CCC(CC1)N1CCOCC1